(3-nitro-5-(quinoxalin-2-yl)phenyl)methanol 2,2,2-trifluoroacetate FC(C(=O)O)(F)F.[N+](=O)([O-])C=1C=C(C=C(C1)C1=NC2=CC=CC=C2N=C1)CO